N2-benzyl-N4-isopropyl-5-(3-methyl-1,2,4-oxadiazol-5-yl)pyridine-2,4-diamine C(C1=CC=CC=C1)NC1=NC=C(C(=C1)NC(C)C)C1=NC(=NO1)C